2-((3,5-dicyano-4-ethyl-6-((S)-3-hydroxypyrrolidin-1-yl)pyridin-2-yl)thio)-2-(4-fluorophenyl)acetamide ethyl-2-(5-(difluoromethyl)-N-methyl-1H-indazole-7-sulfonamido)acetate C(C)OC(CN(S(=O)(=O)C=1C=C(C=C2C=NNC12)C(F)F)C)=O.C(#N)C=1C(=NC(=C(C1CC)C#N)N1C[C@H](CC1)O)SC(C(=O)N)C1=CC=C(C=C1)F